FC1=C(C=CC(=C1)F)C1=C2C(=NC(=C1)C(=O)OCC)O[C@H](CC2)CO |r| racemic-ethyl 5-(2,4-difluorophenyl)-2-(hydroxymethyl)-3,4-dihydro-2H-pyrano[2,3-b]pyridine-7-carboxylate